FC1CN(C1)CCC1=NN(C(C=C1C)=O)[C@H](C(=O)OC)CC(C)C (S)-methyl 2-(3-(2-(3-fluoroazetidin-1-yl) ethyl)-4-methyl-6-oxopyridazin-1(6H)-yl)-4-methylpentanoate